4-(2-(4-isopropyl-5-(8-methoxy-[1,2,4]triazolo[1,5-a]pyridin-6-yl)-1H-pyrazol-3-yl)-4-methyl-thiazol-5-yl)cyclohexan-1-one C(C)(C)C=1C(=NNC1C=1C=C(C=2N(C1)N=CN2)OC)C=2SC(=C(N2)C)C2CCC(CC2)=O